CS(=O)(=O)N1N=C(C(=C1)NC=O)OC1COC1 N-(1-(methylsulfonyl)-3-(oxetan-3-yloxy)-1H-pyrazol-4-yl)carboxamide